5-Bromo-1H-pyrrolo[2,3-b]pyridine BrC=1C=C2C(=NC1)NC=C2